Methyl 5-[[2-chloro-6-[4-[4-[(4R)-4-methyl-2-oxo-pyrrolidin-1-yl]phenyl]sulfonylpiperazin-1-yl]-4-pyridyl]-difluoro-methyl]pyrazine-2-carboxylate ClC1=NC(=CC(=C1)C(C=1N=CC(=NC1)C(=O)OC)(F)F)N1CCN(CC1)S(=O)(=O)C1=CC=C(C=C1)N1C(C[C@H](C1)C)=O